Cl.C(C1=CC=CC=C1)OC(=O)[C@H]1NC[C@H](C1)COC (2S,4S)-4-(methoxymethyl)pyrrolidine-2-carboxylic acid benzyl ester hydrochloride